4-(2-hydroxyethoxy)phenyl-6,11-dimethoxy-13,13-dimethyl-3H,13H-indeno[2',3':3,4]naphtho[1,2-b]pyran OCCOC1=CC=C(C=C1)C=1C2=C(OCC1)C=1C=C(C=CC1C1=C2C(C2=CC(=CC=C21)OC)(C)C)OC